C(C)(C)C1OC2=C(NC1=O)C=C(C=C2C=2C1=C(C(N(C2)C)=O)NC=C1)OC 2-isopropyl-6-methoxy-8-(6-methyl-7-oxo-6,7-dihydro-1H-pyrrolo[2,3-c]pyridin-4-yl)-2H-1,4-benzoxazin-3(4H)-one